6-iodo-4-methylheptyl ethoxymethyl ether C(C)OCOCCCC(CC(C)I)C